BrC=1C(=CC(NC1)=O)C1=C(C=CC=C1)F 5-bromo-4-(2-fluorophenyl)pyridin-2(1H)-one